C(C)(=O)C=1C=C(C=CC1)C1=CC=C(C=N1)N=NC=1C=C(C2=CC=CC=C2C1N)S(=O)(=O)O 3-[6-(3-acetylphenyl)pyridin-3-ylazo]-4-aminonaphthalene-1-sulfonic acid